C(C)(C)(C)OC(C1=CC(=CC=C1)NC(\C(=C(\C=1C=NOC1C)/O)\C#N)=O)=O 3-[[(Z)-2-cyano-3-hydroxy-3-(5-methylisoxazol-4-yl)prop-2-enoyl]amino]benzoic acid tert-butyl ester